(5-(2-fluoro-4-((2-fluoroethylamino)methyl)phenyl)-1,3,4-oxadiazol-2-yl)-5-(4-(tetrahydrofuran-3-ylsulfonyl)phenyl)pyrazin-2-amine FC1=C(C=CC(=C1)CNCCF)C1=NN=C(O1)C=1C(=NC=C(N1)C1=CC=C(C=C1)S(=O)(=O)C1COCC1)N